methyl 3-(4-(2-aminoethoxy)phenyl)isonicotinate NCCOC1=CC=C(C=C1)C1=C(C(=O)OC)C=CN=C1